methyl (2S,4S)-1-[(2S)-2-(tert-butoxycarbonylamino)-3,3-dimethyl-butanoyl]-4-propyl-pyrrolidine-2-carboxylate C(C)(C)(C)OC(=O)N[C@H](C(=O)N1[C@@H](C[C@@H](C1)CCC)C(=O)OC)C(C)(C)C